8-methyl-7-{4-(trifluoromethyl)phenoxy}chroman-4-one CC=1C(=CC=C2C(CCOC12)=O)OC1=CC=C(C=C1)C(F)(F)F